hex-5-en-1-yl-phosphonic acid diethylester C(C)OP(OCC)(=O)CCCCC=C